[Ag].[Sn].[Cu].[Ni].[Cu].[Ti].N1=C(C=CC=C1)C(N)C(=O)O 2-(2-pyridyl)glycine titanium-copper-nickel-copper-tin-silver